CC=1N=CC2=C(N1)N(C(C(=C2)C2CCNCC2)=O)CC2=NC=CC=C2OC(F)(F)F 2-methyl-6-(piperidin-4-yl)-8-((3-(trifluoromethoxy)pyridin-2-yl)methyl)pyrido[2,3-d]pyrimidin-7(8H)-one